2-(1,3-dioxoisoindolin-2-yl)-3-methylbutanoic acid O=C1N(C(C2=CC=CC=C12)=O)C(C(=O)O)C(C)C